5-((5'-(N-(tert-butyl)sulfamoyl)-2'-methyl-[1,1'-biphenyl]-3-yl)methoxy)-2-hydroxybenzoic acid C(C)(C)(C)NS(=O)(=O)C=1C=CC(=C(C1)C1=CC(=CC=C1)COC=1C=CC(=C(C(=O)O)C1)O)C